3,5-Difluoro-3'-(methoxy-d3)-[1,1-biphenyl]-4-amine FC=1C=C(C=C(C1N)F)C1=CC(=CC=C1)OC([2H])([2H])[2H]